benzyl ((3-((hydroxyimino) methyl)-1-(1-(4-(propan-2-ylidene)cyclohexyl) piperidin-4-yl)-1H-indol-2-yl)methyl)carbamate ON=CC1=C(N(C2=CC=CC=C12)C1CCN(CC1)C1CCC(CC1)=C(C)C)CNC(OCC1=CC=CC=C1)=O